FC(OC1=C(C(=O)NCC2=NN3C(NC=4C=CC=CC4C3=N2)=S)C=C(C=C1)F)F 2-(difluoromethoxy)-5-fluoro-N-((5-thioxo-5,6-dihydro-[1,2,4]triazolo[1,5-c]quinazolin-2-yl)methyl)benzamide